CCCCC[C@H]1CCCCCCCCCC(=O)O[C@@H]2[C@@H]([C@H]([C@@H](O[C@H]2O[C@@H]3[C@H]([C@H]([C@H](O[C@H]3O1)C)O)O)C)O[C@H]4[C@@H]([C@@H]([C@H]([C@@H](O4)C)O[C@H]5[C@@H]([C@@H]([C@H]([C@@H](O5)C)OC(=O)[C@@H](C)CC)OC(=O)/C=C/C6=CC=CC=C6)O)O[C@H]7[C@@H]([C@@H]([C@H]([C@@H](O7)C)O)O)O)OC(=O)CCCCC)O The molecule is a resin glycoside that is the pentasaccharide derivative of jalapinolic acid. Isolated from the aerial parts of Ipomoea pes-caprae, it has been found to exhibit potential inhibitory effect against multidrug resistance in the human breast cancer cell line. It has a role as a metabolite. It is a cinnamate ester, a macrocyclic lactone, a pentasaccharide derivative, a resin glycoside and a hexanoate ester. It derives from a (S)-2-methylbutyric acid, a trans-cinnamic acid, a jalapinolic acid and a hexanoic acid.